C(C1=CC=CC=C1)OC(=O)N[C@H](C(NCCCC(=O)OC(C)(C)C)=O)CCCCNC(CCOCCOCCNC(CCOCCOCCNC(CCCCCCCCCC(=O)OCC1=CC=CC=C1)=O)=O)=O (S)-43-Benzyl 1-tert-butyl 7-(((benzyloxy)carbonyl)amino)-6,13,23,33-tetraoxo-16,19,26,29-tetraoxa-5,12,22,32-tetraazatritetracontane-1,43-dioate